5-chloro-2-(((2-tosylhydrazino)methyl)phenyl)piperazine-1-carboxylic acid tert-butyl ester C(C)(C)(C)OC(=O)N1C(CNC(C1)Cl)C1=C(C=CC=C1)CNNS(=O)(=O)C1=CC=C(C)C=C1